CC1=NC=CC(=C1)CC1N(C(C2=CC=CC=C12)=O)CC1=CC2=C(NC(O2)=O)C=C1 6-((1-((2-methylpyridin-4-yl)methyl)-3-oxoisoindolin-2-yl)methyl)benzo[d]oxazol-2(3H)-one